NOC[C@H](C)NC=1C(=CN(NC1)COCC[Si](C)(C)C)C(F)(F)F (S)-5-((1-(aminooxy)prop-2-yl)amino)-4-(trifluoromethyl)-2-((2-(trimethylsilyl)ethoxy)methyl)pyridazin